N1C(=NC2=C1C=CC=C2)C2=CC(=NN2CC2=CC=C(C=C2)OC)NC(C2=CC=C(C=C2)N2CCN(CC2)C2COC2)=O N-[5-(1H-benzimidazol-2-yl)-1-[(4-methoxyphenyl)methyl]pyrazol-3-yl]-4-[4-(oxetan-3-yl)piperazin-1-yl]benzamide